6-(6-chloro-5-(trifluoromethyl)pyridin-3-yl)pyridazine-3-ol ClC1=C(C=C(C=N1)C1=CC=C(N=N1)O)C(F)(F)F